NC=1SC2=C(N1)C(=CC(=C2)C(F)(F)F)CC(C(=O)N)OC ((2-amino-6-(trifluoromethyl)benzo[d]thiazol-4-yl)methyl)-2-methoxyacetamide